1-(6-(6-fluoro-1,2,3,4-tetrahydroquinoline-1-carbonyl)spiro[3.3]hept-2-yl)-3-(4-methoxybenzyl)urea FC=1C=C2CCCN(C2=CC1)C(=O)C1CC2(CC(C2)NC(=O)NCC2=CC=C(C=C2)OC)C1